5-oxo-2,5-dihydro-2-furoate O=C1C=CC(O1)C(=O)[O-]